N-{[4-(7-methoxyquinolin-4-yl)phenyl]methyl}methanesulfonoimidamide COC1=CC=C2C(=CC=NC2=C1)C1=CC=C(C=C1)CNS(=O)(=N)C